C(C)S(=O)(=O)N1[C@H]2CC(C[C@@H]1CCC2)N(C2=NC(=C(C(=N2)NC2=NNC(=C2)C)F)C2CCOCC2)C N2-((1R,3s,5S)-9-(ethylsulfonyl)-9-azabicyclo[3.3.1]nonan-3-yl)-5-fluoro-N2-methyl-N4-(5-methyl-1H-pyrazol-3-yl)-6-(tetrahydro-2H-pyran-4-yl)pyrimidine-2,4-diamine